C(C)(=O)O[C@@H]1[C@H](OC(C)=O)[C@@H](OC(C)=O)[C@@H](CO1)F 1,2,3-Tri-O-acetyl-4-deoxy-4-fluoro-α-D-xylopyranose